3-allyloxymethyl-1-(2,3-dihydrobenzo[1,4]dioxin-2-ylmethyl)-3-methyl-piperidine C(C=C)OCC1(CN(CCC1)CC1COC2=C(O1)C=CC=C2)C